4-(benzo[d][1,3]dioxol-5-yl)-1-((1,5-dimethyl-1H-pyrazol-4-yl)sulfonyl)piperidine O1COC2=C1C=CC(=C2)C2CCN(CC2)S(=O)(=O)C=2C=NN(C2C)C